2-[(1Z)-5-fluoro-1-{[6-(4-fluorophenoxy)pyridine-3-yl]methylidene}-2-methyl-1H-inden-3-yl]-N-hydroxyacetamide FC=1C=C2C(=C(/C(/C2=CC1)=C/C=1C=NC(=CC1)OC1=CC=C(C=C1)F)C)CC(=O)NO